O.[Fe].[Sm] samarium-iron (hydrogen) oxide